C(C1=CC=CC=C1)OC1=C2C=CC(=NC2=C(C=C1)C1CC1)C1=C(OC2=C1C=CC=C2)C 5-(Benzyloxy)-8-cyclopropyl-2-(2-methyl-1-benzofuran-3-yl)quinoline